CN1N=CC(=C1C(=O)NCC1=CC=C(C=C1)NC(OCC1=CC=C(C=C1)Cl)=O)C 4-chlorobenzyl (4-((1,4-dimethyl-1H-pyrazole-5-carboxamido)meth-yl)phenyl)carbamate